3-(((1s,2s,4r)-bicyclo[2.2.1]heptan-2-yl)oxy)-1H-pyrazole-1-carboxylic acid tert-butyl ester C(C)(C)(C)OC(=O)N1N=C(C=C1)O[C@@H]1[C@H]2CC[C@@H](C1)C2